C(C)(C)(C)C1=CC(=NC=C1)C1=C(C=C(C=C1)F)F 4-tertbutyl-2-(2,4-difluorophenyl)pyridine